(S)-2-(7-((4-fluorophenoxy)carbonylamino)dibenzo[b,d]furan-3-sulfonamido)-3-methyl-butanoic acid FC1=CC=C(OC(=O)NC2=CC3=C(C4=C(O3)C=C(C=C4)S(=O)(=O)N[C@H](C(=O)O)C(C)C)C=C2)C=C1